1,4-butyne-diol C(#CCCO)O